methylpyridin-2(1H)-one CN1C(C=CC=C1)=O